5-((S)-2-((2-((S)-2-cyanopyrrolidin-1-yl)-2-oxoethyl)amino)propyl)-N2,N2,N8,N8-tetramethyl-5-(1H-tetrazol-5-yl)-10,11-dihydro-5H-dibenzo[a,d][7]annulene-2,8-dicarboxamide C(#N)[C@H]1N(CCC1)C(CN[C@H](CC1(C2=C(CCC3=C1C=CC(=C3)C(=O)N(C)C)C=C(C=C2)C(=O)N(C)C)C2=NN=NN2)C)=O